C(C)NC=1N=CC2=C(N1)NC=C2C2=CC=C1C(=N2)N(C(=N1)C)C(C)C N-ethyl-5-(3-isopropyl-2-methyl-3H-imidazo[4,5-b]pyridin-5-yl)-7H-pyrrolo[2,3-d]pyrimidin-2-amine